C(C)(C)C1=CC=C(C=C1)C=1C=C2CC(C(C2=CC1OC)NC(O[C@@H]1CN2CCC1CC2)=O)(C)C (S)-quinuclidin-3-yl (5-(4-isopropylphenyl)-6-methoxy-2,2-dimethyl-2,3-dihydro-1H-inden-1-yl)carbamate